(S)-(5-(tert-butyl)-1,3,4-oxadiazol-2-yl)(4-(7-chloropyrazolo[1,5-a]pyridin-2-yl)-6,7-dihydro-1H-imidazo[4,5-c]pyridin-5(4H)-yl)methanone C(C)(C)(C)C1=NN=C(O1)C(=O)N1[C@@H](C2=C(CC1)NC=N2)C2=NN1C(C=CC=C1Cl)=C2